NC=1C(=NC(=C(N1)C1=CC=CC=C1)CCC1=CC=C(C=C1)Br)C#N 3-amino-6-(4-bromophenylethyl)-5-phenylpyrazine-2-carbonitrile